3-(3-(3-((tert-butyldimethylsilyl)oxy)propoxy)-4-nitro-1H-pyrazol-1-yl)-5-fluoro-2-methylpyridine [Si](C)(C)(C(C)(C)C)OCCCOC1=NN(C=C1[N+](=O)[O-])C=1C(=NC=C(C1)F)C